2-methyl-6-(Oxacyclohexan-4-yl)-N-{(1R)-1-[3-(trifluoromethyl)phenyl]ethyl}pyrido[3,4-d]pyrimidin-4-amine CC=1N=C(C2=C(N1)C=NC(=C2)C2CCOCC2)N[C@H](C)C2=CC(=CC=C2)C(F)(F)F